The molecule is an ammonium salt resulting from the formal reaction of the carboxy group of (S)-imazaquin with 1 mol eq. of ammonia. It contains a (S)-imazaquin(1-). It is an enantiomer of a (R)-imazaquin-ammonium. CC(C)[C@]1(C(=O)NC(=N1)C2=NC3=CC=CC=C3C=C2C(=O)[O-])C.[NH4+]